Methyl (R)-2-(((benzyloxy)carbonyl)amino)-3-(7-methylthieno[3,2-b]pyridine-2-carboxamido)propanoate C(C1=CC=CC=C1)OC(=O)N[C@@H](C(=O)OC)CNC(=O)C1=CC2=NC=CC(=C2S1)C